N,N-dihydroxyethyl-amine ON(O)CC